C1(CC1)N1C([C@@H](C1)NC(=O)C1=CN=C2N1N=C(C=C2NC)NC=2C(N(C=CC2)C2=NC=CC=C2)=C=O)=C=O (R)-N-(1-cyclopropyl-2-carbonylazetidin-3-yl)-8-(methylamino)-6-((2-carbonyl-2H-[1,2'-bipyridin]-3-yl)amino)imidazo[1,2-b]pyridazine-3-carboxamide